methyl 4-bromo-1-([2-(trimethylsilyl)ethoxy]methyl)-indole-7-carboxylate BrC1=C2C=CN(C2=C(C=C1)C(=O)OC)COCC[Si](C)(C)C